FC(OC1=NC=CC(=C1)CNC(=O)NC1C[C@@H]2CCC[C@@H]2C1)F 1-[[2-(difluoro-methoxy)pyridin-4-yl]methyl]-3-[(2s,3aR,6aS)-1,2,3,3a,4,5,6,6a-octahydropentalen-2-yl]urea